C(C)(C)(C)OC(=O)N1CCC(CC1)N1C(NC2=C1C=CC=C2Br)=O 4-(4-bromo-2-oxo-2,3-dihydro-1H-1,3-benzodiazol-1-yl)piperidine-1-carboxylic acid tert-butyl ester